C(C(CS)O)O 1-monothioglycerol